NC[C@H](N)C(=O)O Diaminopropanoic Acid